FC(C(C(C(C(C(C(C(C(C(F)(F)F)(F)F)(F)F)(F)F)(F)F)(F)F)(F)F)(F)F)(F)F)([Si](Cl)(Cl)Cl)F perfluorodecanyl-trichlorosilane